BrC=1C=C(C(=NC1)C)\C=C\OC (E)-5-bromo-3-(2-methoxyvinyl)-2-methylpyridine